FC=1C=C2C=NN(C2=C(C1O)F)C1=CC=C(C=C1)N1CCC(CC1)(C)CO 5,7-Difluoro-1-(4-(4-(hydroxymethyl)-4-methylpiperidin-1-yl)phenyl)-1H-indazol-6-ol